N-(3-cyano-7-ethoxy-2-ethyl-4-(methylamino)quinolin-6-yl)acetamide C(#N)C=1C(=NC2=CC(=C(C=C2C1NC)NC(C)=O)OCC)CC